1-(2-(2-(dimethylamino)ethoxy)-8-fluoro-7-(7-fluoro-8-((triisopropylsilyl)ethynyl)-3-((triisopropylsilyl)oxy)naphthalen-1-yl)pyrido[4,3-d]pyrimidin-4-yl)piperidin-3-ol CN(CCOC=1N=C(C2=C(N1)C(=C(N=C2)C2=CC(=CC1=CC=C(C(=C21)C#C[Si](C(C)C)(C(C)C)C(C)C)F)O[Si](C(C)C)(C(C)C)C(C)C)F)N2CC(CCC2)O)C